3-bromo-4,6-dimethylcyanopyridine BrC=1C(=NC(=CC1C)C)C#N